1-[[3-Bromo-1-(2-bromoethyl)propoxy]methyl]-3-chloro-benzene BrCCC(OCC1=CC(=CC=C1)Cl)CCBr